COC1=C(C=C(C=C1)NC1=NC=C(C(=N1)NC=1C=CC2=C(NC(O2)=O)C1)C)C(=O)N1CCOCC1 5-(2-(4-methoxy-3-(morpholine-4-carbonyl)phenylamino)-5-methylpyrimidin-4-ylamino)benzo[d]oxazol-2(3H)-one